CS(=O)(=O)OC(C(F)(F)F)(C)C1=CC=C(C=C1)[N+](=O)[O-] 1,1,1-Trifluoro-2-(4-nitrophenyl)propan-2-yl methanesulfonate